ethyl 6-((2s,6s)-4-(tert-butoxycarbonyl)-2,6-dimethylpiperazin-1-yl)-2-chloro-5-nitropyrimidine-4-carboxylate C(C)(C)(C)OC(=O)N1C[C@@H](N([C@H](C1)C)C1=C(C(=NC(=N1)Cl)C(=O)OCC)[N+](=O)[O-])C